C(C)(C)NC(C)C.[Li] lithium N,N-diisopropylamine